Cl.N[C@H](C(=O)OC)C(C)C methyl (2S)-2-amino-3-methylbutanoate hydrochloride